C(CCCCCCCCCCC)S(=O)(=O)[O-].[Na+] Sodium 1-dodecanesulfonate